10-(3-borabenzyl)acridin C(C1=CB=CC=C1)N1C=2C=CC=CC2CC2=CC=CC=C12